C(#N)C=1C=NN2C1N=C(N=C2NC2CC2)NC2=CC(=C(C=C2)N(CCNC(OC(C)(C)C)=O)C)CS(=O)(=O)C tert-Butyl 2-((4-(8-cyano-4-(cyclopropylamino)pyrazolo[1,5-a][1,3,5]triazin-2-ylamino)-2-(methylsulfonylmethyl)phenyl)(methyl)amino)ethylcarbamate